[Na+].S(=O)(=O)([O-])CC#COC#CCS(=O)(=O)[O-].[Na+] sulfo-propynyl ether sodium salt